tert-butyl 2-(4-(6-((4-cyanobenzyl) oxy) pyridin-2-yl)-2,5-difluorobenzyl)-1-(2-methoxyethyl)-1H-benzo[d]imidazole-6-carboxylate C(#N)C1=CC=C(COC2=CC=CC(=N2)C2=CC(=C(CC3=NC4=C(N3CCOC)C=C(C=C4)C(=O)OC(C)(C)C)C=C2F)F)C=C1